tert-butyl (3S)-3-[(1R)-2-[[3-(cyclobutylamino)benzoyl]amino]-1-hydroxy-ethyl]-7-(methoxymethoxy)-3,4-dihydro-1H-isoquinoline-2-carboxylate C1(CCC1)NC=1C=C(C(=O)NC[C@@H](O)[C@H]2N(CC3=CC(=CC=C3C2)OCOC)C(=O)OC(C)(C)C)C=CC1